3-(pyrazin-2-yl)-6,7-dihydro-3H-imidazo[4,5-c]pyridin-5(4H)-ylmethanone N1=C(C=NC=C1)N1C=NC2=C1CN(CC2)C=O